O(C1=CC=CC=C1)C1=CC=C(C=C1)[N+]#N 4-phenoxybenzenediazonium